ClC1=CC=C(C=C1)C1=C(C=CC=C1)NC1CCN(CC1)C(=O)C=1C=C2CN(C(C2=CC1)=O)C1C(NC(CC1)=O)=O 3-(5-(4-((4'-chloro-[1,1'-biphenyl]-2-yl)amino)piperidine-1-carbonyl)-1-oxoisoindolin-2-yl)piperidine-2,6-dione